(S)-2-((4-((2-hydroxy-1-phenylethyl)amino)-5-(3-(pyridin-2-yl)-1,2,4-oxadiazol-5-yl)pyridin-2-yl)amino)-7,7-dimethyl-6-propyl-6,7-dihydro-5H-pyrrolo[3,4-d]pyrimidin-5-one OC[C@H](C1=CC=CC=C1)NC1=CC(=NC=C1C1=NC(=NO1)C1=NC=CC=C1)NC=1N=CC2=C(N1)C(N(C2=O)CCC)(C)C